(3-chloroimidazo[1,2-b]pyridazin-6-yl)-N-(3,3-difluorocyclobutyl)-7H-pyrrolo[2,3-d]pyrimidin-2-amine ClC1=CN=C2N1N=C(C=C2)C=2C1=C(N=C(N2)NC2CC(C2)(F)F)NC=C1